FC=1C(=NC(=NC1)NC1=CC=C(C=C1)OCCOC)NC=1C=C(C=CC1)NC(\C=C\CN1C[C@H](CC1)O)=O (S,E)-N-(3-(5-fluoro-2-(4-(2-methoxyethoxy)phenylamino)pyrimidin-4-ylamino)phenyl)-4-(3-hydroxypyrrolidin-1-yl)but-2-enamide